5-octene-2-carboxylic acid CC(CCC=CCC)C(=O)O